CC(=CCC/C(=C/COC1=CC2=C(C=C1)C=CC(=O)O2)/C)C The molecule is a member of the class of coumarins that is umbelliferone in which the phenolic hydrogen has been replaced by a geranyl group. Ii is isolated from several edible fruits and vegetables and exhibits a variety of therapeutic properties. It has a role as a plant metabolite, an antineoplastic agent, an apoptosis inducer, a dopaminergic agent, a neuroprotective agent, an antihypertensive agent, a gamma-secretase modulator, a vulnerary, an EC 2.7.11.24 (mitogen-activated protein kinase) inhibitor, a PPARalpha agonist, a gastrointestinal drug, a matrix metalloproteinase inhibitor, an antioxidant and a hepatoprotective agent. It is a member of coumarins and a monoterpenoid. It derives from an umbelliferone.